C(C1=CC=CC=C1)(=O)OC[C@@]1(CN(C[C@@H](O1)N1C2=NC=NC(=C2N=C1)Cl)C(C)C)CO[Si](C(C)C)(C(C)C)C(C)C [(2S,6R)-6-(6-chloropurin-9-yl)-4-isopropyl-2-(triisopropylsilyloxymethyl)morpholin-2-yl]methyl benzoate